1-(Imidazo[1,2-a]pyrazin-3-ylmethyl)-N-(4-methoxy-3-(trifluoromethyl)phenyl)indolin-6-carboxamid N=1C=C(N2C1C=NC=C2)CN2CCC1=CC=C(C=C21)C(=O)NC2=CC(=C(C=C2)OC)C(F)(F)F